C(#N)CNC(C1=CC=C(C=C1)C1=NC(=NC=C1)NC1=CC(=C(C=C1)N1CCOCC1)F)=O N-(cyanomethyl)-4-(2-(3-fluoro-4-morpholinophenyl-amino)pyrimidin-4-yl)benzamide